(1,1'-dimethyl-2,2'-bipyridine) iridium hexafluorophosphate F[P-](F)(F)(F)(F)F.[Ir+3].CN1C(C=CC=C1)=C1N(C=CC=C1)C.F[P-](F)(F)(F)(F)F.F[P-](F)(F)(F)(F)F